ethyl (E)-2-(4-bromo-1-{[2-(trimethylsilyl)ethoxy]methyl}-2-pyrrolylcarbonylamino)-5,5-dimethyl-3-hexenoate BrC=1C=C(N(C1)COCC[Si](C)(C)C)C(=O)NC(C(=O)OCC)\C=C\C(C)(C)C